2,2,2-trifluoroethyl methyl ether COCC(F)(F)F